C(C1=C(N(CC2CO2)CC2CO2)C=CC=C1)C1=C(N(CC2CO2)CC2CO2)C=CC=C1 methylenebis[N,N-diglycidylaniline]